N1(CCCC1)CCOCCN(C(C)C)C 2-[2-(1-pyrrolidinyl)ethoxy]ethyl-N-methyl-N-isopropyl-amine